CC(C)(C)OC(=O)NC1CCC(CC1)CO tert-butyl ((1s,4s)-4-(hydroxymethyl)cyclohexyl)carbamate